tert-butyl 4-(3-{4-[1-(2,6-dioxopiperidin-3-yl)-3-methyl-2-oxo-1,3-benzodiazol-5-yl]piperazin-1-yl}azetidin-1-yl)piperidine-1-carboxylate O=C1NC(CCC1N1C(N(C2=C1C=CC(=C2)N2CCN(CC2)C2CN(C2)C2CCN(CC2)C(=O)OC(C)(C)C)C)=O)=O